C(C)(=O)C1=NN(C2=CC(=C(C=C12)C=1C=NC(=NC1)C)CN(C)C)CC(=O)N1[C@@H](C[C@H](C1)F)C(=O)NC1=NC(=CC=C1)Br (2S,4R)-1-(2-(3-acetyl-6-((dimethylamino)methyl)-5-(2-methylpyrimidin-5-yl)-1H-indazol-1-yl)acetyl)-N-(6-bromopyridin-2-yl)-4-fluoropyrrolidine-2-carboxamide